N[C@@H](CCCN1C(=NC=C1)[N+](=O)[O-])C=1N=NN(C1)CCCCCC(=O)O 6-{4-[(1S)-1-amino-4-(2-nitro-1H-imidazol-1-yl)butyl]-1H-1,2,3-triazol-1-yl}hexanoic acid